2,2,2-trichloro-1-(1-methyl-1H-pyrrol-2-yl)ethan-1-one ClC(C(=O)C=1N(C=CC1)C)(Cl)Cl